2-methyl-N-(6-methyl-3-nitropyridin-2-yl)-[1,1'-biphenyl]-4-sulfonamide CC1=C(C=CC(=C1)S(=O)(=O)NC1=NC(=CC=C1[N+](=O)[O-])C)C1=CC=CC=C1